C(C)(=O)C1=NC=2C=CNC(C2C(=C1)NC1=NC=C(C=C1)N1CCC(CC1)O)=O 2-acetyl-4-[[5-(4-hydroxy-1-piperidinyl)-2-pyridinyl]amino]-6H-1,6-naphthyridin-5-one